[Si](C)(C)(C(C)(C)C)OCCOC1=CN=CC(=N1)CO (6-(2-((tert-butyldimethylsilyl)oxy)ethoxy)pyrazin-2-yl)methanol